isopropyl (R or S)-(difluoro(3-(2-(5-fluorothiophen-2-yl)ethyl)-1-(2-(6-methylpyridin-3-yl)propan-2-yl)pyrrolidin-3-yl)methyl)carbamate FC([C@]1(CN(CC1)C(C)(C)C=1C=NC(=CC1)C)CCC=1SC(=CC1)F)(F)NC(OC(C)C)=O |o1:2|